benzyl 4-(4-chloro-2-fluoro-phenyl)-4-hydroxy-piperidine-1-carboxylate ClC1=CC(=C(C=C1)C1(CCN(CC1)C(=O)OCC1=CC=CC=C1)O)F